FC(OC=1C=C(CNC2CC2)C=CC1)(F)F N-(3-(trifluoromethoxy)benzyl)cyclopropanamine